(3R)-3-Methyl-4-(5-(1-methyl-1H-pyrazol-5-yl)-3-(1-(tetrahydro-2H-pyran-2-yl)-1H-pyrazol-5-yl)-1-(2,2,2-trifluoroethyl)-1H-pyrazolo[4,3-b]pyridin-7-yl)morpholine C[C@H]1N(CCOC1)C1=C2C(=NC(=C1)C1=CC=NN1C)C(=NN2CC(F)(F)F)C2=CC=NN2C2OCCCC2